O=C1N(C(C2=CC=CC=C12)=O)CC=1C2=C(C(NN1)=O)C=NC(=C2)C2=C(N(N=C2)C)C2=C(C#N)C(=CC=C2)CC 2-[4-[1-[(1,3-dioxoisoindolin-2-yl)methyl]-4-oxo-3H-pyrido[3,4-d]pyridazin-7-yl]-2-methyl-pyrazol-3-yl]-6-ethyl-benzonitrile